((2-methoxy-2-phenylvinyl)oxy)benzoic acid (Z)-hex-3-en-1-yl ester C(C\C=C/CC)OC(C1=C(C=CC=C1)OC=C(C1=CC=CC=C1)OC)=O